NC1=CC=NN1C1=NN=C(S1)NC(=O)C1=CC(=C(C(O1)=O)OCCOC)C1=C(C=CC=C1C)C#N (Sa)-N-(5-(5-amino-1H-pyrazol-1-yl)-1,3,4-thiadiazol-2-yl)-4-(2-cyano-6-methylphenyl)-3-(2-methoxyethoxy)-2-oxo-2H-pyran-6-carboxamide